O=C1N(C(CC1)=O)C1C(CCC(C=CC1)OC(=O)ON1C(CCC1=O)=O)(C(=O)[O-])C 2,5-dioxopyrrolidin-1-yl-6-((((2,5-dioxopyrrolidin-1-yl)oxy)carbonyl)oxy)-1-methylcyclooct-4-ene-1-carboxylate